C(C)(C)(C)C1=NN=C(O1)NC(=O)C1=NC=NC(=C1)C1=CC(=C(C=C1)Cl)Cl 6-(3,4-dichloro-phenyl)-pyrimidine-4-carboxylic acid (5-tert-butyl-[1,3,4]oxadiazol-2-yl)-amide